1-(6-(4-isopropyl-4H-1,2,4-triazol-3-yl)pyridin-2-yl)-3-(3-morpholinophenyl)imidazolidin-2-one C(C)(C)N1C(=NN=C1)C1=CC=CC(=N1)N1C(N(CC1)C1=CC(=CC=C1)N1CCOCC1)=O